2-methylfuro[3,4-b]pyridine-5,7-dione CC1=CC=C2C(=N1)C(OC2=O)=O